(S)-N-((5-(2-oxa-6-azaspiro[3.3]heptan-6-yl)pyridin-2-yl)methyl)-2-amino-3-methyl-N-(1-(pyrimidin-2-yl)ethyl)quinoline-6-carboxamide C1OCC12CN(C2)C=2C=CC(=NC2)CN(C(=O)C=2C=C1C=C(C(=NC1=CC2)N)C)[C@@H](C)C2=NC=CC=N2